OC(C1=CC=C(C=N1)NC(OC(C)(C)C)=O)C1(CCC1)C1=NC=CC=C1 Tert-butyl (6-(hydroxy(1-(pyridin-2-yl)cyclobutyl)methyl)pyridin-3-yl)carbamate